3-(2-hydroxyethoxy)benzaldehyde OCCOC=1C=C(C=O)C=CC1